BrC=1C=C(CC2(NN(C=N2)S(=O)(=O)N(C)C)S(=O)(=O)NC2CC2)C=CC1 3-(3-bromobenzyl)-N3-cyclopropyl-N1,N1-dimethyl-1H-1,2,4-triazole-1,3-disulfonamide